(S)-2-(2-(1,4-dioxan-2-yl)ethyl)-7-morpholino-5-(3-(m-tolyl)-1H-pyrazol-1-yl)furo[3,2-b]pyridine O1[C@H](COCC1)CCC1=CC2=NC(=CC(=C2O1)N1CCOCC1)N1N=C(C=C1)C=1C=C(C=CC1)C